2-((4-(2-(6-(Dimethylamino)-2-methylhex-3-yl)-2,6-diazaspiro[3.4]oct-6-yl)pyridazin-3-yl)oxy)-5-fluoro-N,N-diisopropylbenzamide CN(CCCC(C(C)C)N1CC2(C1)CN(CC2)C2=C(N=NC=C2)OC2=C(C(=O)N(C(C)C)C(C)C)C=C(C=C2)F)C